ClC=1C(=C(C=C(C1)Cl)O)C=1N=NC(=CC1)NC1CC1 3,5-dichloro-2-(6-(cyclopropylamino)pyridazin-3-yl)phenol